Methyl 1-(3-bromo-4-methylbenzyl)-5-hydroxy-2-oxo-2,3-dihydro-1H-benzo[b]azepine-4-carboxylate BrC=1C=C(CN2C3=C(C(=C(CC2=O)C(=O)OC)O)C=CC=C3)C=CC1C